ethyl (7S)-9-(2-chloro-6-fluoro-phenyl)-7-methyl-3-pyridazin-3-yl-16-thia-2,4,5,8-tetrazatetracyclo[8.6.0.02,6.011,15]hexadeca-1(10),3,5,8,11(15)-pentaene-13-carboxylate ClC1=C(C(=CC=C1)F)C1=N[C@H](C2=NN=C(N2C=2SC=3CC(CC3C12)C(=O)OCC)C=1N=NC=CC1)C